F[C@@H]1[C@@H](CN(C1)C1COC1)NC1=NN2C(C(=N1)OC)=C(C=C2)C=2C=NC=1N(C2)C=CN1 N-((3R,4S)-4-Fluoro-1-(oxetan-3-yl)pyrrolidin-3-yl)-5-(imidazo[1,2-a]pyrimidin-6-yl)-4-methoxypyrrolo[2,1-f][1,2,4]triazin-2-amine